2-amino-1-[5-methyl-1-(2,2,2-trifluoroethyl)-1H-pyrazol-4-yl]ethan-1-one hydrogen chloride Cl.NCC(=O)C=1C=NN(C1C)CC(F)(F)F